3-(3',5'-Di-tert-butyl-4-hydroxyphenyl)propionat C(C)(C)(C)C=1C=C(C=C(C1O)C(C)(C)C)CCC(=O)[O-]